(E)-N-hydroxy-3-(2-(4-(((1-isobutyrylpiperidin-4-yl)methyl)amino)piperidin-1-yl)phenyl)acrylamide ONC(\C=C\C1=C(C=CC=C1)N1CCC(CC1)NCC1CCN(CC1)C(C(C)C)=O)=O